BrC=1C=C(C2=CN(N=C2C1C)C(C(=O)OCC)C1=C2N(C=N1)CCC2)C(F)(F)F ethyl 2-(6-bromo-7-methyl-4-(trifluoromethyl)-2H-indazol-2-yl)-2-(6,7-dihydro-5H-pyrrolo[1,2-c]imidazol-1-yl)acetate